tert-butyl (2S,4S)-4-[(7-[((S)-1-methoxypropan-2-yl)carbamoyl]-5-{[2-(trimethylsilyl)eth-oxy]methyl}-5H-pyrrolo[2,3-b]pyrazin-2-yl)amino]-2-methylpiperidine-1-carboxylate COC[C@H](C)NC(=O)C1=CN(C2=NC=C(N=C21)N[C@@H]2C[C@@H](N(CC2)C(=O)OC(C)(C)C)C)COCC[Si](C)(C)C